(E)-1-(1-pyridinyl)butadiene N1(CC=CC=C1)\C=C\C=C